C(C1=CC=CC=C1)OC(=O)N1[C@H]([C@H](C[C@H]1C)N(C(C(F)(F)F)=O)CC1=CC=C(C=C1)OC)CO[C@@H]1CC[C@]2(C[C@H]2C1)[B-](F)(F)F.[K+] potassium ((1S,4R,6S)-4-(((2R,3S,5R)-1-((benzyloxy)carbonyl)-5-methyl-3-(2,2,2-trifluoro-N-(4-methoxybenzyl)acetamido)pyrrolidin-2-yl)methoxy)bicyclo[4.1.0]heptan-1-yl)trifluoroborate